NC1=C(C=CC=2OCOC21)C(=O)O 4-Aminobenzo[d][1,3]dioxolane-5-carboxylic acid